N-((1S)-1-(4,4-Difluorocyclohexyl)-2-((4-(2-methoxy-1-(4,4,4-trifluorobutanamido)ethyl)pyridin-2-yl)amino)-2-oxoethyl)-1-isopropyl-1H-imidazole-2-carboxamide FC1(CCC(CC1)[C@@H](C(=O)NC1=NC=CC(=C1)C(COC)NC(CCC(F)(F)F)=O)NC(=O)C=1N(C=CN1)C(C)C)F